O=C1NC=C(C(N1)=O)C=1C=C(C=2N(N1)C=CN2)N2CC(CC2)(C#N)C 1-(6-(2,4-dioxo-1,2,3,4-tetrahydropyrimidin-5-yl)imidazo[1,2-b]pyridazin-8-yl)-3-methylpyrrolidine-3-carbonitrile